2-(biphenyl-3-yl)-4,6-dichloro-1,3,5-triazine C1(=CC(=CC=C1)C1=NC(=NC(=N1)Cl)Cl)C1=CC=CC=C1